1-(4-bromo-3-hydroxy-5-methylthiophen-2-yl)-3-(hexahydropyridin-1-yl)propane-1,3-dione BrC=1C(=C(SC1C)C(CC(=O)N1CCCCC1)=O)O